t-butylphenyl-diphenylcarbonyldiphenylsulfonium hexafluorophosphate F[P-](F)(F)(F)(F)F.C(C)(C)(C)C1=C(C(=C(C=C1)[S+](C1=CC=CC=C1)C1=CC=CC=C1)C(=O)C1=CC=CC=C1)C(=O)C1=CC=CC=C1